2-phenyl-1,4-divinylbenzene C1(=CC=CC=C1)C1=C(C=CC(=C1)C=C)C=C